CCC(CO)NC(=O)[C@H]1CN([C@@H]2CC3=CN(C4=CC=CC(=C34)C2=C1)C)C The molecule is a synthetic ergot alkaloid, structurally related to the oxytocic agent methylergonovine and to the potent hallucinogen LSD and used prophylactically to reduce the frequency and intensity of severe vascular headaches. It has a role as a sympatholytic agent, a vasoconstrictor agent and a serotonergic antagonist. It is an ergot alkaloid and a monocarboxylic acid amide. It derives from a hydride of an ergoline.